2-((4-methyl-3-((1-(naphthalen-1-yl)cyclopropyl)carbamoyl)phenoxy)methyl)pyrrolidine-1-carboxylate CC1=C(C=C(OCC2N(CCC2)C(=O)[O-])C=C1)C(NC1(CC1)C1=CC=CC2=CC=CC=C12)=O